(3aR,4R,6aR)-3-(7,8-dihydrofuro[3,2-e][1,3]benzothiazol-2-yl)-2-oxooctahydrocyclopenta[d]imidazole-4-yl rac-acetate C(C)(=O)O[C@@H]1CC[C@H]2NC(N([C@H]21)C=2SC1=C(N2)C2=C(C=C1)OCC2)=O